C1=CC=C(C=C1)C2=CC(=NN(N2)Cl)C3=CC=CC=C3 2-chloro-4,6-diphenyltriazine